(Z)-N'-Hydroxy-5'-methoxy-4,6'-dimethyl-[3,4'-bipyridine]-2'-carboximidamide O\N=C(/N)\C1=NC(=C(C(=C1)C=1C=NC=CC1C)OC)C